2-((3-Chloro-4-(4-(2-(((3R,4S)-3-methyl-1-(methylsulfonyl)-piperidin-4-yl)amino)-5-(trifluoromethyl)-pyrimidin-4-yl)-1H-imidazol-1-yl)benzyl)-amino)acetonitrile ClC=1C=C(CNCC#N)C=CC1N1C=NC(=C1)C1=NC(=NC=C1C(F)(F)F)N[C@@H]1[C@@H](CN(CC1)S(=O)(=O)C)C